butyl-4,4-di(tert-butyl peroxy)valerate C(CCC)OC(CCC(C)(OOC(C)(C)C)OOC(C)(C)C)=O